N-(4-(((R)-1-hydroxy-4-methylpent-2-yl)amino)-6-((S)-2-(2,3,6-trifluorophenyl)propyl)-1,3,5-triazin-2-yl)methanesulfonamide OC[C@@H](CC(C)C)NC1=NC(=NC(=N1)C[C@H](C)C1=C(C(=CC=C1F)F)F)NS(=O)(=O)C